ClC1=CC=C(C=C1)C1=CC=C(C=C1)C1=CC=CC=C1 4-chloro-1,1':4',1''-terphenyl